N-(2-chloro-5-(1,3-dioxo-1,3,4,5,6,7-hexahydro-2H-isoindole-2-yl)-4-fluorophenyl)nonanamide ClC1=C(C=C(C(=C1)F)N1C(C=2CCCCC2C1=O)=O)NC(CCCCCCCC)=O